rac-benzyl 3-fluoro-4-oxopiperidine-1-carboxylate F[C@@H]1CN(CCC1=O)C(=O)OCC1=CC=CC=C1 |r|